ClC1=CC(=C(COC2=CC=CC(=N2)C2CCN(CC2)CC2=NC3=C(N2CCOC)C(=C(C=C3)C(=O)O)F)C=C1)F 2-[(4-{6-[(4-chloro-2-fluorobenzyl)oxy]pyridin-2-yl}piperidin-1-yl)methyl]-7-fluoro-1-(2-methoxyethyl)-1H-benzimidazole-6-carboxylic acid